(R)-1-(3-chloro-2,6-difluorophenyl)-2,2,2-trifluoroethan-1-amine ClC=1C(=C(C(=CC1)F)[C@H](C(F)(F)F)N)F